[4-amino-3-[5-cyclopropyl-4-(2-pyridyl)isoxazol-3-yl]pyrazolo[3,4-d]pyrimidin-1-yl]cyclobutanecarboxylic acid NC1=C2C(=NC=N1)N(N=C2C2=NOC(=C2C2=NC=CC=C2)C2CC2)C2(CCC2)C(=O)O